4-[8-(2-methylpyrazol-3-yl)-3-(1H-pyrazol-5-yl)-[1,2,4]triazolo[4,3-b]pyridazin-6-yl]morpholine CN1N=CC=C1C=1C=2N(N=C(C1)N1CCOCC1)C(=NN2)C2=CC=NN2